tert-butyl (R)-(5-(4-chloro-3-((1-(4-(2-cyclopropoxyphenyl)pyridin-3-yl) cyclopropoxy)methyl)phenyl)hexyl)carbamate ClC1=C(C=C(C=C1)[C@@H](CCCCNC(OC(C)(C)C)=O)C)COC1(CC1)C=1C=NC=CC1C1=C(C=CC=C1)OC1CC1